FC(C=1C=C(OC2=CC=C(C=C2)S(=O)(=O)NC2=NC=NS2)C=C(C1)C(F)(F)F)(F)F 4-[3,5-bis(trifluoromethyl)phenoxy]-N-(1,2,4-thiadiazol-5-yl)benzene-1-sulfonamide